FC(OC=1C=CC=C2C(=NNC12)C1=C(C(=O)N)C=CC(=C1)F)F (7-(difluoromethoxy)-1H-indazol-3-yl)-4-fluorobenzamide